COC(=O)C1=CC2=C(CCC3=CNN=C23)O1 4,5-dihydro-2H-furo[2,3-g]Indazole-7-carboxylic acid methyl ester